OC[C@H](C1=CC=CC=C1)NC1=NC(=NC=C1C(=O)N)NC1=C(C=C2CCN(CC2=C1)C)OC 4-{[(1S)-2-hydroxy-1-phenylethyl]amino}-2-[(6-methoxy-2-methyl-1,2,3,4-tetrahydroisoquinolin-7-yl)amino]pyrimidine-5-carboxamide